(R)-6-Bromo-N-(1-(3-(1,1-difluoroethyl)-2-fluorophenyl)ethyl)-2-methylquinazoline BrC=1C=C2C=N[C@@H](N(C2=CC1)C(C)C1=C(C(=CC=C1)C(C)(F)F)F)C